1-(3-methyloxetan-3-yl)-6-(1H-pyrazol-4-yl)-1H-benzo[d]imidazol-2-yl-benzene-1,2-diol CC1(COC1)N1C(=NC2=C1C=C(C=C2)C=2C=NNC2)C2=C(C(=CC=C2)O)O